OC1=C2C=CC(=NC2=CN=C1)C(=O)OC methyl 5-hydroxy-1,7-naphthyridinecarboxylate